4-((1-(4-(2-(2-Aminopyridin-3-yl)-5-(3-(trifluoromethyl)phenyl)-3H-imidazo[4,5-b]pyridin-3-yl)benzyl)piperidin-4-yl)amino)pyrimidine-2-carbonitrile NC1=NC=CC=C1C1=NC=2C(=NC(=CC2)C2=CC(=CC=C2)C(F)(F)F)N1C1=CC=C(CN2CCC(CC2)NC2=NC(=NC=C2)C#N)C=C1